[C].[Mg].[Al].[C] carbon aluminum magnesium carbon